COC1=CC=C(C=C1)C=1C=C(C(=NC1)[N+](=O)[O-])OC(C(=O)O)C 2-((5-(4-methoxyphenyl)-2-nitropyridin-3-yl)oxy)propionic acid